C(C)(C)(C)OC(=O)N[C@@H](CC(N[C@@H](C(=O)OCC)CC1=CN(C2=CC=CC=C12)C)=O)C(=O)OC methyl N2-(tert-butoxycarbonyl)-N4-((R)-1-ethoxy-3-(1-methyl-1H-indol-3-yl)-1-oxopropan-2-yl)-L-asparaginate